C(C1=CC=CC=C1)NC(N(C1=NC=C(C=C1)C=1C=NN(C1)C)[C@@H]1CC[C@H](CC1)NC1=NC=C(C(=N1)C=1C=NN(C1)C1CCOCC1)C#N)=O 3-benzyl-1-(trans-4-((5-cyano-4-(1-(tetrahydro-2H-pyran-4-yl)-1H-pyrazol-4-yl)pyrimidin-2-yl)amino)cyclohexyl)-1-(5-(1-methyl-1H-pyrazol-4-yl)pyridin-2-yl)urea